OCCCCOC=1C(=[N+](ON1)[O-])C 4-(4-hydroxybutoxy)-3-methyl-1,2,5-oxadiazole 2-oxide